tert-butyl N-methyl-N-(4-[4-oxo-1H,5H,6H,7H-pyrrolo[3,2-c]pyridin-2-yl]pyrimidin-2-yl)carbamate CN(C(OC(C)(C)C)=O)C1=NC=CC(=N1)C1=CC=2C(NCCC2N1)=O